FC1=NC(=CC(=C1)N1CCC=2C=C(N=CC2C1)C(=O)O)N1C[C@H](CC1)F (S)-7-(2-fluoro-6-(3-fluoropyrrolidin-1-yl)pyridin-4-yl)-5,6,7,8-tetrahydro-2,7-naphthyridine-3-carboxylic acid